C1(CC1)CN1C(=CC2=CC=CC=C12)C=1N=C2N(C=CC(=C2)C(=O)N2CC3C(OCCN3)CC2)C1C (2-(1-(Cyclopropylmethyl)-1H-indol-2-yl)-3-methylimidazo[1,2-a]pyridin-7-yl)(hexahydro-2H-pyrido[4,3-b][1,4]oxazin-6(5H)-yl)methanon